ethyl-acrylic chloride C(C)C(C(=O)Cl)=C